phthalic acid mono(2-ethylhexyl) ester sodium salt [Na+].C(C)C(COC(C=1C(C(=O)[O-])=CC=CC1)=O)CCCC